FC(C=1SC(=CN1)CN1CC2(CN(C2)C(=O)OC(C)(C)C)C1)(F)F tert-butyl 6-[[2-(trifluoromethyl)thiazol-5-yl]methyl]-2,6-diazaspiro[3.3]heptane-2-carboxylate